FC(C=1C(=C(C=CC1)[C@@H](C)NC=1C2=C(N=CN1)C(=NC(=C2)C2(CCN(CC2)C(=O)OC(C)(C)C)F)OC)F)F tert-butyl 4-[4-[[(1R)-1-[3-(difluoromethyl)-2-fluoro-phenyl]ethyl]amino]-8-methoxy-pyrido[3,4-d]pyrimidin-6-yl]-4-fluoro-piperidine-1-carboxylate